NC1=NC(=C(C=C1O)N=NC1=CC=C(C=C1)O)N 2,6-diamino-5-((4-hydroxyphenyl)diazenyl)pyridin-3-ol